C(#N)C=1C=CC(=C(C1)C1=CC(=NC(=C1)NCCC1CC1)C(=O)N(C)OC)C1=NN=CN1C 4-[5-cyano-2-(4-methyl-1,2,4-triazol-3-yl)phenyl]-6-[(2-cyclopropylethyl)amino]-N-methoxy-N-methylpyridine-2-carboxamide